O1C=C(C2=C1C=CC=C2)C(C)O (benzofuran-3-yl)ethan-1-ol